S(=O)(=O)(OC1=CC(=NC=2N(C(N(C(C21)=O)C)=O)C)N2CCN(CC2)C)C2=CC=C(C)C=C2 1,3-dimethyl-7-(4-methylpiperazin-1-yl)-2,4-dioxo-1,2,3,4-tetrahydropyrido[2,3-d]pyrimidin-5-yl tosylate